O1C2=C(OCC1)C=C(C=C2)CNC2=NC=C(C(=O)N[C@H]1COC3=CC(=CC=C3C1)N1CCNCC1)C=C2 (R)-6-(((2,3-dihydrobenzo[b][1,4]dioxin-6-yl)methyl)amino)-N-(7-(piperazin-1-yl)chroman-3-yl)nicotinamide